6-(Difluoromethyl)-2-methylsulfonyl-8-spiro[2.4]heptan-7-yl-pyrido[2,3-d]pyrimidin-7-one FC(C1=CC2=C(N=C(N=C2)S(=O)(=O)C)N(C1=O)C1CCCC12CC2)F